FCCCN1CC(C1)CC1=CC=C(C=C1)C1=CCCCC2=C1C=CC(=C2OC)C(=O)OC Methyl 9-(4-((1-(3-fluoropropyl)azetidin-3-yl)methyl)phenyl)-4-methoxy-6,7-dihydro-5H-benzo[7]annulene-3-carboxylate